O[C@H](CNC1=NC(=CC(=N1)NC(C1=C(C=C(C=C1)S(=O)(=O)C)N1CCC2(CC2)CC1)=O)C)C (S)-N-(2-((2-Hydroxypropyl)amino)-6-methylpyrimidin-4-yl)-4-(methylsulfonyl)-2-(6-azaspiro[2.5]octan-6-yl)benzamide